10-tert-butyl 13-ethyl 4-(methylsulfanyl)-2,3,7,10-tetraazatricyclo[7.4.0.02,6]trideca-1(9),3,5,7-tetraene-10,13-dicarboxylate CSC1=NN2C=3C(CCN(C3C=NC2=C1)C(=O)OC(C)(C)C)C(=O)OCC